BrC=1N(N=C2C=NC=CC21)CCOC 3-bromo-2-(2-methoxyethyl)-2H-pyrazolo[3,4-c]pyridine